[Cl-].C(C)(C)C=1C(=CC(=NC1)NCC1=CC=CC=C1)C (S)-(5-isopropyl-4-methylpyridin-2-yl)(phenyl)methylamine chloride